tungsten pentoxide [W](=O)(=O)(=O)(=O)=O